CC1(OB(OC1(C)C)C1=CC=2N(C3=CC(=CC=C3C2C=C1)B1OC(C(O1)(C)C)(C)C)C1=CC=C(C=C1)C(=O)C1=CC=C(C=C1)N1C=2C=CC=CC2C(C2=CC=CC=C12)(C)C)C (4-(2,7-bis(4,4,5,5-tetramethyl-1,3,2-dioxaborolan-2-yl)-9H-carbazol-9-yl)phenyl)(4-(9,9-dimethylacridin-10(9H)-yl)phenyl)methanone